(4-chloro-6-(4-((3,4-dihydro-2H-benzo[b][1,4]oxazin-6-yl)oxy)piperidin-1-yl)-5-methylpyrimidin-2-yl)methanol ClC1=NC(=NC(=C1C)N1CCC(CC1)OC1=CC2=C(OCCN2)C=C1)CO